3-chloro-2,4,5-trimethyl-8-(pyrrolidin-1-yl)pyrido[3',2':4,5]thieno[2,3-d]pyridazine ClC1=C(C2=C(SC3=C(N=NC(=C32)C)N3CCCC3)N=C1C)C